C1(=CC=CC=C1)[C@@H]1NC(O[C@H]1C(C12CC(=CC=C1)OCO2)=O)=O trans-4-phenyl-5-((1,3-methylenedioxy)-benzoyl)-2-oxazolidinone